FC=1C(=C(C(=CC1)C(C)C)NC(=O)NS(=O)(=O)C=1SC(=C(N1)C)C(C)(C)O)C(C)C N-(3-fluoro-2,6-diisopropylphenylcarbamoyl)-5-(2-hydroxypropan-2-yl)-4-methylthiazole-2-sulfonamide